BrC=1N=C(C=2N(C1)C=CN2)N2CCC(CC2)(F)F 6-bromo-8-(4,4-difluoropiperidin-1-yl)imidazo[1,2-a]pyrazine